N-(cyclopropylmethyl)piperidin C1(CC1)CN1CCCCC1